2-(1-ethyl-3-methyl-1H-pyrazole-5-carboxamido)-7-((4-methoxybenzyl)oxy)-1H-benzo[d]imidazole-5-carboxamide C(C)N1N=C(C=C1C(=O)NC1=NC2=C(N1)C(=CC(=C2)C(=O)N)OCC2=CC=C(C=C2)OC)C